COC(=O)C=1N(C=C(C1)C(C1=C(C=CC=C1)O)=O)C methyl-4-(2-hydroxybenzoyl)-1H-pyrrole-2-carboxylic acid methyl ester